1,2-diamino-5-bromo-4-ethyl-3-iodopyridin-1-ium 2,4,6-trimethylbenzenesulfonate CC1=C(C(=CC(=C1)C)C)S(=O)(=O)[O-].N[N+]1=C(C(=C(C(=C1)Br)CC)I)N